5-{7-[3-(ethylamino)propyl]-1-fluoro-3-hydroxynaphthalen-2-yl}-1λ6,2,5-thiadiazolidine-1,1,3-trione C(C)NCCCC1=CC=C2C=C(C(=C(C2=C1)F)N1CC(NS1(=O)=O)=O)O